4-[4-(4-bromophenyl)-1-piperidyl]-3-fluoro-aniline BrC1=CC=C(C=C1)C1CCN(CC1)C1=C(C=C(N)C=C1)F